4-(9-cyclopropyl-2-(5-cyclopropyl-1H-pyrazol-1-yl)-8-(pyridin-4-yl)-9H-purin-6-yl)morpholine C1(CC1)N1C2=NC(=NC(=C2N=C1C1=CC=NC=C1)N1CCOCC1)N1N=CC=C1C1CC1